tert-butyl (E)-5-((1R,2S)-2-(((tert-butyldiphenylsilyl)oxy)methyl)cyclopropyl)pent-2-enoate [Si](C1=CC=CC=C1)(C1=CC=CC=C1)(C(C)(C)C)OC[C@@H]1[C@@H](C1)CC/C=C/C(=O)OC(C)(C)C